C(CCCCCCCCCCCC)P(CCCCCCCCCCCCC)CCCCCCCCCCCCC tris(tridecyl)phosphine